Cl.C1(CCC1)N1CC(CCC1)C(=O)C1=CC2=CC=C(C(=C2C=C1)CO)OC (1-Cyclobutylpiperidin-3-yl)(5-(hydroxymethyl)-6-methoxynaphthalen-2-yl)methanone hydrochloride